2,9-dimethyl-7,9-dihydro-8H-pyrido[3',2':4,5]pyrrolo[2,3-d]pyridazin-8-one CC=1C=CC2=C(N(C=3C(NN=CC32)=O)C)N1